C(C=1C(C(=O)[O-])=CC=CC1)(=O)OCCOC(C(=C)C)=O 2-methacryloyloxyethyl phthalate